CC=1C=CC(=C(C1)O)C1=NN=C(C=2N1C(=CN2)C)N[C@H]2CN(CCC2)C (R)-5-methyl-2-(3-methyl-8-((1-methylpiperidin-3-yl)amino)imidazo[1,2-d][1,2,4]triazin-5-yl)phenol